2-bromo-6-(cyclopropyl(methoxy)methyl)pyridine BrC1=NC(=CC=C1)C(OC)C1CC1